FC(C1(CC1)C1=CC=C(C=C1)C1CN(C1)C(=O)N1CC(C1)NC(C)=O)(F)F N-[1-[3-[4-[1-(Trifluoromethyl)cyclopropyl]phenyl]azetidine-1-carbonyl]azetidin-3-yl]acetamide